ClC1=CC=C2C(=CC(=NC2=C1Cl)\C=C\1/C(NC(S1)=O)=O)N1C=NC=C1 (E)-5-((7,8-Dichloro-4-(1H-imidazol-1-yl)quinolin-2-yl)methylene)thiazolidine-2,4-dione